NC1=CC(=C(OC[C@@H]2N(CCCC2)C(=O)OC(C)(C)C)C=C1)Br tert-butyl (2R)-2-[(4-amino-2-bromo-phenoxy)methyl]piperidine-1-carboxylate